[Si](C)(C)(C(C)(C)C)OCC1=CC(=C2N=CC(=NC2=C1)OC)C=1OC2=C(C1)C=C(C(=C2)F)O 2-(7-((tert-butyldimethylsilyloxy)methyl)-2-methoxyquinoxalin-5-yl)-6-fluorobenzofuran-5-ol